Bis(tetrahydropyran-2-yloxymethyl)tricyclo[5.2.1.02,6]decane O1C(CCCC1)OCC12C3(CCC(C2CCC1)C3)COC3OCCCC3